2-amino-8-(2-(2-(methylsulfonyl)ethyl)-1-oxo-1,2-dihydrophthalazin-6-yl)-N,N-diisopropyl-3H-benzazepine-4-carboxamide NC1=NC2=C(C=C(C1)C(=O)N(C(C)C)C(C)C)C=CC(=C2)C=2C=C1C=NN(C(C1=CC2)=O)CCS(=O)(=O)C